diphenyl(2,4,6-trimethylbenzyl)phosphine C1(=CC=CC=C1)P(CC1=C(C=C(C=C1C)C)C)C1=CC=CC=C1